ClC1=CC2=C(N=N1)N(CC2)C2C1CCC(CC2)N1C(=O)[O-] 2-(3-chloro-5,6-dihydro-7H-pyrrolo[2,3-c]pyridazin-7-yl)-8-azabicyclo[3.2.1]octane-8-carboxylate